CCCCCCCCC(CCCCCCCC)OC(CCCCCCCN(CCCCOC(=O)OCC#CCCCCCC)CCO)=O 8-((2-hydroxyethyl)(4-(((non-2-yn-1-yloxy)carbonyl)oxy)butyl)amino)octanoic acid heptadec-9-yl ester